FC(S(=O)(=O)O)(F)F 1,1,1-trifluoromethanesulfonic acid